CC1C(CCCC1)NC1=CC=CC(=N1)S(=O)(=O)NC(=O)C=1C(=NC=CC1)N1C(CC(C1)C)(C)C N-[[6-[(2-methylcyclohexyl)amino]-2-pyridyl]sulfonyl]-2-(2,2,4-trimethylpyrrolidin-1-yl)pyridine-3-carboxamide